(2R)-2-[[t-butoxycarbonyl]amino]-4-iodobutanoic acid methyl ester COC([C@@H](CCI)NC(=O)OC(C)(C)C)=O